NC1CC2(CN(C2)C2=C(C=C(C=C2)NC2=NC=C(C(=N2)NC2=C(C=CC=C2)P(C)(C)=O)Cl)Cl)C1 (2-((2-((4-(6-amino-2-azaspiro[3.3]heptan-2-yl)-3-chlorophenyl)amino)-5-chloropyrimidin-4-yl)amino)phenyl)dimethylphosphine oxide